1-(4-(3-isopropyl-2-(1H-pyrazolo[3,4-b]pyridin-4-yl)-1H-indol-5-yl)piperidin-1-yl)-2-(4-(pyridin-4-yl)piperazin-1-yl)ethan-1-one C(C)(C)C1=C(NC2=CC=C(C=C12)C1CCN(CC1)C(CN1CCN(CC1)C1=CC=NC=C1)=O)C1=C2C(=NC=C1)NN=C2